3-bromo-N-[(2RS)-1-chloro-3-(4-methylphenyl)propan-2-yl]Isonicotinamide BrC1=C(C(=O)N[C@@H](CCl)CC2=CC=C(C=C2)C)C=CN=C1 |r|